5-(4-fluorophenyl)-3-oxo-2-(tributyl-phosphanylidene)pentanenitrile FC1=CC=C(C=C1)CCC(C(C#N)=P(CCCC)(CCCC)CCCC)=O